(1R,3R)-N-(3-(But-3-enamido)-2-fluorophenyl)-2,2-dichloro-3-(3,5-dichlorophenyl)cyclopropane-1-carboxamide C(CC=C)(=O)NC=1C(=C(C=CC1)NC(=O)[C@@H]1C([C@H]1C1=CC(=CC(=C1)Cl)Cl)(Cl)Cl)F